C1(=CC=CC=C1)C1=NC(=CC(=C1)C1=C(C(=C(C(=C1)C1=CC(=NC(=C1)C1=CC=CC=C1)C1=CC=CC=C1)N1C2=CC=C(C=C2C=2C=C(C=CC12)C)C)N1C2=CC=CC=C2C=2C=C(C=CC12)C1=NC(=CC=C1)C1=CC=CC=C1)N1C2=CC=C(C=C2C=2C=C(C=CC12)C)C)C1=CC=CC=C1 9,9'-(4,6-bis(2,6-diphenylpyridin-4-yl)-2-(3-(6-phenylpyridin-2-yl)-9H-carbazol-9-yl)-1,3-phenylene)bis(3,6-dimethyl-9H-carbazole)